N1(CCN(CC1)CCOCC(=O)N(CC=1SC=CC1)CC=1SC=CC1)CCOCC(=O)N(CC=1SC=CC1)CC=1SC=CC1 2,2'-((piperazine-1,4-diylbis(ethane-2,1-diyl))bis(oxy))bis(N,N-bis(thiophen-2-ylmethyl)acetamide)